N-((1r,4r)-4-(3-chloro-4-cyano-2-methylphenoxy)cyclohexyl)-6-(4-(6-oxohexyl)piperidin-1-yl)pyridazine-3-carboxamide ClC=1C(=C(OC2CCC(CC2)NC(=O)C=2N=NC(=CC2)N2CCC(CC2)CCCCCC=O)C=CC1C#N)C